5-(5-(1-benzyl-1H-pyrazol-3-yl)-6-methylpyridazin-3-yl)pyrimidine-2,4(1H,3H)-dione C(C1=CC=CC=C1)N1N=C(C=C1)C=1C=C(N=NC1C)C=1C(NC(NC1)=O)=O